O1CCN(CC1)C=1C2=C(N=C(N1)N/N=C/C=1C=C(C=CC1)C)SC(=C2)C(=O)NC2CCNCC2 4-morpholino-2-[(2E)-2-(m-tolylmethylene)hydrazino]-N-(4-piperidyl)thieno[2,3-d]pyrimidine-6-carboxamide